C(=O)(O)C1=C(C(=C(C=C1)O)C1=CC=CC=C1)C(=O)O dicarboxyl-o-phenylphenol